(trifluoromethoxy)[1,2,4]triazolo[1,5-c]quinazoline FC(OC1=NN2C=NC=3C=CC=CC3C2=N1)(F)F